(Z)-1-(((1r,4r)-4-aminocyclohexyl)methyl)-3-((3,5-dimethyl-1H-pyrrol-2-yl)methylene)-5-methoxy-2-oxo-N-(prop-2-yn-1-yl)indole-6-carboxamide hydrochloride Cl.NC1CCC(CC1)CN1C(\C(\C2=CC(=C(C=C12)C(=O)NCC#C)OC)=C/C=1NC(=CC1C)C)=O